3-((2-((S)-cycloheptyl(1-ethyl-1H-pyrazole-5-carboxamido)methyl)imidazo[1,2-b]pyridazin-6-yl)methyl)-5,5-difluoro-2-oxopiperidine-3-carboxylic acid C1(CCCCCC1)[C@@H](C=1N=C2N(N=C(C=C2)CC2(C(NCC(C2)(F)F)=O)C(=O)O)C1)NC(=O)C1=CC=NN1CC